FC=1C=C(C=C(C1CNC[C@H]1NC(CC1)=O)OC)C=1C(=C(C=CC1)C1=C(C(=CC=C1)NC(=O)C1=CN=CN(C1=O)C)C)C (S)-N-(3''-fluoro-5''-methoxy-2,2'-dimethyl-4''-((((5-oxopyrrolidin-2-yl)methyl)amino)methyl)-[1,1':3',1''-terphenyl]-3-yl)-1-methyl-6-oxo-1,6-dihydropyrimidine-5-carboxamide